C(C1=CC=CC=C1)OC1=NC(=CC=C1C1=C(C=C(C=C1)N1CC(C1)N(C1CCC(CC1)N1C(C2=CC(=C(C=C2C1)[N+](=O)[O-])OC(C)C)=O)C)F)OCC1=CC=CC=C1 2-((1r,4r)-4-((1-(4-(2,6-bis(benzyloxy)pyridin-3-yl)-3-fluorophenyl)azetidin-3-yl)(methyl)amino)cyclohexyl)-6-isopropoxy-5-nitroisoindolin-1-one